[C@H]12CN(C[C@H](CC1)N2)C2=NC(=NC=1C(N(N=CC12)C1=CC(=CC2=CC=C(C(=C12)CC)F)O)=O)OC([2H])([2H])C12CCCN2CCC1 4-((1R,5S)-3,8-Diazabicyclo[3.2.1]octan-3-yl)-7-(8-ethyl-7-fluoro-3-hydroxynaphthalen-1-yl)-2-((tetrahydro-1H-pyrrolizin-7a(5H)-yl)methoxy-d2)pyrimido[4,5-d]pyridazin-8(7H)-one